OCC1OCCC1C (hydroxymethyl)-3-methyltetrahydrofuran